C(C)(=O)N1CC=2N(C=3C(=C(C=C(C3C2C=2C=NN(C2)C2OCCCC2)N(C(OC(C)(C)C)=O)CCCO[Si](C)(C)C(C)(C)C)Cl)Cl)CC1 tert-Butyl N-[2-acetyl-6,7-dichloro-10-(1-tetrahydropyran-2-ylpyrazol-4-yl)-3,4-dihydro-1H-pyrazino[1,2-a]indol-9-yl]-N-[3-[tert-butyl(dimethyl)silyl]oxypropyl]carbamate